C(CC)(=O)O[C@H](COC(CC)=O)[C@@H](OC(CC)=O)[C@H](OC(CC)=O)[C@H](OC(CC)=O)COC(CC)=O mannitol hexapropionate